C(CCCCC)C(COC(CCCCCCCCC=O)=O)CCCCCCCC 9-Formylnonanoic acid-2-hexyldecyl ester